C(C)N(C1=CC=C(C=C1)C=C)CC (4-diethylaminophenyl)Ethylene